ClC1=C(C(=CC=C1Cl)O)C1CC=2N(C(=CN2)C(=O)O)C1 6-(2,3-dichloro-6-hydroxyphenyl)-6,7-dihydro-5H-pyrrolo[1,2-a]imidazole-3-carboxylic acid